ClC1=C(C=CC=C1)\C=C\S(=O)(=O)C1=C(C=CC=C1)OC (E)-1-chloro-2-(2-(2-methoxybenzenesulfonyl)vinyl)benzene